C(C#C)C=1C=C2CN(CC2=CC1)C1=NC=CC(=N1)C1=NC=CC(=N1)\C=C\C1=CC=NC=C1 (E)-5-Propargyl-2-(4-(2-(pyridin-4-yl)-vinyl)-[2,4'-bipyrimidin]-2'-yl)isoindoline